6-isopropoxy-2-(tetrahydro-2H-pyran-2-yl)-2H-pyrazolo[3,4-b]pyridine C(C)(C)OC=1C=CC=2C(N1)=NN(C2)C2OCCCC2